C(C)(C)N([C@@H](C)C(=O)O)P(=O)(OC1=CC=C(C=C1)C)OC[C@@H]1C=C[C@@H](C1)N1C2=NC(=NC(=C2N=C1)OC)N.CSC1=CC=C(C=N1)C(C)=O 1-(6-(methylthio)pyridin-3-yl)ethanone Isopropyl-((((1S,4R)-4-(2-amino-6-methoxy-9H-purin-9-yl)cyclopent-2-en-1-yl)methoxy)(p-toluyloxy)phosphoryl)-L-alaninate